N[C@@H](C)C=1N(S(C2=C(C1)C=CC=C2Cl)(=O)=O)C=2C=NNC2 (S)-3-(1-aminoethyl)-8-chloro-2-(1H-pyrazol-4-yl)-2H-benzo[e][1,2]Thiazine-1,1-dioxide